C(=O)C1=CC=C(S1)C=1C=C(C=NC1)C1=CC=C(C(=O)O)C=C1 4-(5-(5-formylthiophene-2-yl)pyridin-3-yl)benzoic acid